2-(4-((cyclopropylmethoxy) carbonyl)phenyl)piperidine-1-carboxylate C1(CC1)COC(=O)C1=CC=C(C=C1)C1N(CCCC1)C(=O)[O-]